methyl 1-{2-[2-bromo-6-methoxy-4-(prop-1-yn-1-yl)phenyl]acetamido}-4-methoxycyclohexanecarboxylate BrC1=C(C(=CC(=C1)C#CC)OC)CC(=O)NC1(CCC(CC1)OC)C(=O)OC